(6-p-toluenesulfonylimidazo[4,5-d]pyrrolo[2,3-b]pyridin-1(6H)-yl)piperazine hydrochloride Cl.CC1=CC=C(C=C1)S(=O)(=O)N1C=CC=2C1=NC=C1C2N(C=N1)N1CCNCC1